OC[C@H]1O[C@H]([C@@H]([C@H]([C@H]1O)N1N=NC(=C1)C1=CC(=C(C(=C1)F)F)F)OC)SC (2R,3R,4S,5R,6S)-2-(Hydroxymethyl)-5-methoxy-6-(methylthio)-4-(4-(3,4,5-trifluorophenyl)-1H-1,2,3-triazol-1-yl)tetrahydro-2H-pyran-3-ol